4-Chloro-5-ethyl-3-iodo-1-(2-methoxyethyl)-1H-pyrrolo[3,2-c]pyridin-5-ium iodide [I-].ClC1=[N+](C=CC2=C1C(=CN2CCOC)I)CC